C(#N)C1=C(C=CC=C1)C=1C=CC(=NC1)NC(CN1N=C(C(=C1C)C1=CC(=NC=C1)C(F)(F)F)C)=O N-[5-(2-cyanophenyl)-2-pyridyl]-2-[3,5-dimethyl-4-[2-(trifluoromethyl)-4-pyridyl]pyrazol-1-yl]acetamide